C(C#CC)(=O)N[C@@H]1CN(C[C@@H](C1)F)C1=C2C(=C(NC2=C(C=C1F)C(=O)N)C)C 4-((3S,5R)-3-(but-2-ynamido)-5-fluoropiperidin-1-yl)-5-fluoro-2,3-dimethyl-1H-indole-7-carboxamide